COC(=O)N1[C@H]([C@H](CCC1)NS(=O)(=O)C)CC1=CC(=CC=C1)C1=CSC=C1.CS(=O)(=O)OCC1OS(OC1)(=O)=O 4-methylsulfonyloxyMethyl-2,2-dioxo-1,3,2-dioxathiolane methyl-cis-3-((methylsulfonyl)amino)-2-(3-(3-thienyl)benzyl)piperidine-1-carboxylate